5-amino-8-(2,6-dimethyl-4-pyridinyl)-7-phenyl-2-(pyrrolidin-2-ylmethyl)-[1,2,4]triazolo[4,3-c]pyrimidin-3-one NC1=NC(=C(C=2N1C(N(N2)CC2NCCC2)=O)C2=CC(=NC(=C2)C)C)C2=CC=CC=C2